5-[7-amino-2-(2-cyano-2-methylideneethyl)-1-oxo-2,3-dihydro-1H-isoindol-4-yl]-1H-indazole-3-carbonitrile NC=1C=CC(=C2CN(C(C12)=O)CC(=C)C#N)C=1C=C2C(=NNC2=CC1)C#N